C(C)(C)(C)OC(C[C@@H](C)NC(=O)C=1C(=NC=C(C1)C1=CC=C2C(=NNC2=C1)C(NC)=O)OC)=O.C(=C)C1=CC2C(CC1)O2 3,4-epoxy-1-vinylcyclohexene tert-butyl-(3R)-3-({2-methoxy-5-[3-(methylcarbamoyl)-1H-indazol-6-yl]pyridin-3-yl}-formamido)butanoate